heptanesulfonic acid sodium salt [Na+].C(CCCCCC)S(=O)(=O)[O-]